2-chloro-8-({4-[1-cyclopropyl-4-(trifluoromethyl)imidazol-2-yl]-3-fluoro-5-methoxyphenyl}methyl)pyrido[2,3-d]pyrimidin-7-one ClC=1N=CC2=C(N1)N(C(C=C2)=O)CC2=CC(=C(C(=C2)OC)C=2N(C=C(N2)C(F)(F)F)C2CC2)F